(S)-1-(3-((6-(3-chloro-4-hydroxyphenyl)-1H-indazol-4-yl)oxy)pyrrolidin-1-yl)prop-2-en-1-one ClC=1C=C(C=CC1O)C1=CC(=C2C=NNC2=C1)O[C@@H]1CN(CC1)C(C=C)=O